[Co+2].[Ni+2].[Ni+2].C(CN(CC(=O)[O-])CC(=O)[O-])N(CC(=O)[O-])CC(=O)[O-] ethylenediaminetetraacetic acid di-nickel cobalt salt